4-(5-bromobenzo[d]oxazol-2-yl)methylpyridine BrC=1C=CC2=C(N=C(O2)CC2=CC=NC=C2)C1